(S)-9-(3-Chloro-pyridin-4-ylmethyl)-2-((R)-3-methyl-morpholin-4-yl)-8-trifluoromethyl-6,7,8,9-tetrahydro-pyrimido[1,2-a]-pyrimidin-4-one ClC=1C=NC=CC1CN1[C@@H](CCN2C1=NC(=CC2=O)N2[C@@H](COCC2)C)C(F)(F)F